C(C)OC(=O)C1OCCC1 tetrahydro-2-furancarboxylic acid (+-)-ethyl ester